BrC=1C=C(C2=C(N=C(O2)C)C1[N+](=O)[O-])C 5-bromo-2,7-dimethyl-4-nitrobenzo[d]oxazole